ClC=1C=CC(=C(C1)C1=NN(C=C1NC(=O)C=1C=NN2C1N=CC=C2)CCO)OC N-(3-(5-chloro-2-methoxyphenyl)-1-(2-hydroxyethyl)-1H-pyrazol-4-yl)pyrazolo[1,5-a]pyrimidine-3-carboxamide